(+)-(S)-ethyl 2-(2-((7-(2-((1,1-dimethylethylsulfinamido)methyl)pyridin-4-yl)-2-fluorobenzofuran-5-yl)methoxy)-4-fluorophenyl)acetate CC(C)([S@](=O)NCC1=NC=CC(=C1)C1=CC(=CC=2C=C(OC21)F)COC2=C(C=CC(=C2)F)CC(=O)OCC)C